ClC1=C(C=CC(=C1)F)C1=CC(N(C=C1C1=CC(=CC(=C1)OC)OC)C)=O 4-(2-chloro-4-fluorophenyl)-5-(3,5-dimethoxyphenyl)-1-methyl-2(1H)-pyridone